O1C(=CC2=C1C=CC=C2)C(N2CCN(CC2)C2=CC=C(C=C2)O)C2=NN=NN2C(C)(C)C 4-(4-(benzofuran-2-yl(1-(tert-butyl)-1H-tetrazol-5-yl)methyl)piperazin-1-yl)phenol